C(C1=CC=CC=C1)OC(=O)N1CC2=CC(=C(C=C2CC1)C=1C(=C(N(C1)C)C)C(=O)O)C(=O)OC(C)(C)C (2-benzyloxycarbonyl-7-tert-butoxycarbonyl-3,4-dihydro-1H-isoquinolin-6-yl)-1,2-dimethyl-pyrrole-3-carboxylic acid